[N+](=O)([O-])C1=NN2C(CS(CC2)(=O)=O)=C1 2-nitro-6,7-dihydro-4H-pyrazolo[5,1-c][1,4]thiazine-5,5-dioxide